ClC=1C=C(C=CC1)SC=1N=NC(=C(C1C(NO)=N)C)C 3-[(3-chlorophenyl)sulfanyl]-N-hydroxy-5,6-dimethylpyridazine-4-carboximidamide